C[Si](CCOCN1N=CC2=CC(=CC=C12)C(=O)N)(C)C 1-((2-(trimethylsilyl)ethoxy)methyl)-1H-indazole-5-carboxamide